C1(CC1)CN1C(=CC=2C1=NC=CC2)C2=NC1=C(N2C[C@@H]2CNCC2)C(=CC(=C1)C(=O)OC)OC methyl (S)-2-(1-(cyclopropylmethyl)-1H-pyrrolo[2,3-b]pyridin-2-yl)-7-methoxy-1-(pyrrolidin-3-ylmethyl)-1H-benzo[d]imidazole-5-carboxylate